CC1(OB(OC1(C)C)C1=CC=C(C=C1)CC(=O)N1CCC(CC1)NC(OC(C)(C)C)=O)C tert-butyl (1-(2-(4-(4,4,5,5-tetramethyl-1,3,2-dioxaborolan-2-yl)phenyl)acetyl)piperidin-4-yl)carbamate